C(C)OP(OCC)(=O)CC1=CC(=NC=C1OC)Cl.ClC1=CC(=C(N=N1)OC)CP(OCC)(OCC)=O diethyl ((6-chloro-3-methoxypyridazin-4-yl)methyl)phosphonate diethyl-((2-chloro-5-methoxypyridin-4-yl)methyl)phosphonate